Cl.CN(C)CC1CN(CCC1(C1=CC(=CC=C1)OC)O)C(=O)NC1=CC=CC=C1 3-((Dimethylamino)methyl)-4-hydroxy-4-(3-methoxyphenyl)-N-phenylpiperidine-1-carboxamide hydrochloride